NC(C(CCCCCCC(CC(=O)O)C(=O)O)C(=O)O)C(=O)O amino-1,2,9,10-decanetetracarboxylic acid